tricyclodecanedimethanol adipate C(CCCCC(=O)O)(=O)O.C1(CCCCCCCCC1)(CO)CO.C1(CCCCCCCCC1)(CO)CO.C1(CCCCCCCCC1)(CO)CO